CNCC[C@@H](C1=CC=CC=C1)OC2=CC=C(C=C2)C(F)(F)F.Cl The molecule is a hydrochloride obtained by reaction of (S)-fluoxetine with one equivalent of hydrochloric acid. It has a role as an antidepressant and a serotonin uptake inhibitor. It contains a (S)-fluoxetine(1+). It is an enantiomer of a (R)-fluoxetine hydrochloride.